(2R)-1-[4-(4,4,5,5-tetramethyl-1,3,2-dioxaborolan-2-yl)pyrazol-1-yl]propan-2-ol CC1(OB(OC1(C)C)C=1C=NN(C1)C[C@@H](C)O)C